tert-Butyl 3-(4,6-difluoro-1-{[1-(2,2,2-trifluoroethyl)azetidin-3-yl]methyl}-1H-indazol-3-yl)azetidine-1-carboxylate FC1=C2C(=NN(C2=CC(=C1)F)CC1CN(C1)CC(F)(F)F)C1CN(C1)C(=O)OC(C)(C)C